(4-(5-(4-fluorophenyl)-6-phenylpyrazin-2-yl)piperazin-1-yl)(phenyl)methane FC1=CC=C(C=C1)C=1N=CC(=NC1C1=CC=CC=C1)N1CCN(CC1)CC1=CC=CC=C1